2-ethyl-decahydro-1,4:5,8-dimethano-naphthalene C(C)C1C2C3C4CCC(C3C(C1)C2)C4